8-[(Dimethylamino)methyl]-7-hydroxy-3-(4-methoxyphenyl)-4H-chromen-4-one CN(C)CC=1C(=CC=C2C(C(=COC12)C1=CC=C(C=C1)OC)=O)O